ClC1=CC(=C(COC=2C=C(C=CC2F)N2CCN(CC2)CC2=NC3=C(N2C[C@H]2OCC2)C=C(C=C3)C(=O)O)C=C1)F (S)-2-((4-(3-((4-chloro-2-fluorobenzyl)oxy)-4-fluorophenyl)piperazin-1-yl)methyl)-1-(oxetan-2-ylmethyl)-1H-benzo[d]imidazole-6-carboxylic acid